CC1(OB(OC1(C)C)C1=CN(C2=CN=CC=C21)C(=O)OC(C)(C)C)C tert-butyl 3-(4,4,5,5-tetramethyl-1,3,2-dioxaborolan-2-yl)-1H-pyrrolo[2,3-c]pyridine-1-carboxylate